4-amino-N-(1-methyl-1H-pyrazol-4-yl)-N-(5-(trifluoromethyl)-2,3-dihydro-1H-inden-1-yl)-[1,2,4]triazolo[4,3-a]quinoxaline-8-carboxamide NC=1C=2N(C3=CC(=CC=C3N1)C(=O)N(C1CCC3=CC(=CC=C13)C(F)(F)F)C=1C=NN(C1)C)C=NN2